C(C)(C)(C)OC(=O)N1CC=2N=C(N=C(C2CC1)NCCC1=CNC2=CC=CC=C12)C=1C=NC=C(C1)OC 4-{[2-(1H-indol-3-yl)ethyl]amino}-2-(5-methoxypyridin-3-yl)-5H,6H,7H,8H-pyrido[3,4-d]pyrimidine-7-carboxylic acid tert-butyl ester